ClC=1N=C2C3=C(C=NC2=C(C1)C(=O)OC)N(N=C3)C methyl 2-chloro-7-methyl-7H-pyrazolo[3,4-c][1,5]naphthyridine-4-carboxylate